1-ethyl-8-((tetrahydro-2H-pyran-4-yl)methyl)-3-(4-(trifluoromethyl)phenyl)-1,3,8-triazaspiro[4.5]decane-2,4-dione C(C)N1C(N(C(C12CCN(CC2)CC2CCOCC2)=O)C2=CC=C(C=C2)C(F)(F)F)=O